4-[4-(2-methylphenyl)piperazinyl]Butyl-benzoOxazolin-2-one-5-carboxamide CC1=C(C=CC=C1)N1CCN(CC1)CCCCC1=C(C=CC2=C1NC(O2)=O)C(=O)N